Cl.FC1=C2C(=CNC2=CC=C1F)NC1=NC2=C(N1NC)C=CC(=C2)C(F)(F)F N2-(4,5-difluoro-1H-indol-3-yl)-N1-methyl-5-(trifluoromethyl)-1H-benzo[d]imidazole-1,2-diamine hydrochloride